BrC=1C=2CCC2C(=CC1)C(F)(F)F 2-bromo-5-(trifluoromethyl)bicyclo[4.2.0]octa-1(6),2,4-triene